N-(1-(2-(6-methylpyridin-2-yl)-9H-purin-6-yl)-1H-pyrrolo[3,2-c]pyridin-4-yl)acetamide CC1=CC=CC(=N1)C1=NC(=C2N=CNC2=N1)N1C=CC=2C(=NC=CC21)NC(C)=O